SCSC1=C(C(=CC=C1)SCS)SCS 1,2,3-tris(mercaptomethyl-thio)benzene